ClC1=C(CN2N=C(N=C2)C(=O)N[C@@H]2CCC3=C(NC2=O)C=C(C=C3)CN3CCN(CC3)C3=CC=NC=C3)C(=CC=C1)Cl |r| (+-)-1-(2,6-dichlorobenzyl)-N-(2-oxo-8-((4-(pyridin-4-yl)piperazin-1-yl)methyl)-2,3,4,5-tetrahydro-1H-benzo[b]azepin-3-yl)-1H-1,2,4-triazole-3-carboxamide